OC=1C=CC(=C(C1)NC(=O)C1N(C(CC1)=O)C)OC N-(5-hydroxy-2-methoxyphenyl)-1-methyl-5-oxopyrrolidine-2-carboxamide